tert-butyl N-{3-[(1R)-1-{2-[5-(5-cyano-1-methyl-1H-pyrazole-3-carbonyl)-1,3-thiazol-4-yl]-3,5-difluorophenyl}ethoxy]pyridin-2-yl}carbamate C(#N)C1=CC(=NN1C)C(=O)C1=C(N=CS1)C1=C(C=C(C=C1F)F)[C@@H](C)OC=1C(=NC=CC1)NC(OC(C)(C)C)=O